5-[4-(2-cyclobutylsulfanyl-pyridin-3-yl)-2-fluoro-phenyl]-pentanoic acid C1(CCC1)SC1=NC=CC=C1C1=CC(=C(C=C1)CCCCC(=O)O)F